COC=1C=C(C=C(C1O)OC)CCO 2-(3,5-dimethoxy-4-hydroxyphenyl)ethanol